3-[(4-Chlorophenyl)amino]-4-{[2-(4-piperidin-1-ylphenyl)ethyl]amino}cyclobut-3-ene-1,2-dione ClC1=CC=C(C=C1)NC=1C(C(C1NCCC1=CC=C(C=C1)N1CCCCC1)=O)=O